BrC=1C=CC(N(C1)C(C(=O)C1=C(N(C(=C1)C)CC1=CC=NC=C1)C)C)=O 5-bromo-1-(1-(2,5-dimethyl-1-(pyridin-4-ylmethyl)-1H-pyrrol-3-yl)-1-oxopropan-2-yl)pyridin-2(1H)-one